COC=1C=C2C(=NC(=NC2=CC1OC)C)NC(C)C1=CC=C(S1)C1=CC=C(C(=O)N)C=C1 4-(5-{1-[(6,7-dimethoxy-2-methylquinazolin-4-yl)amino]ethyl}thiophen-2-yl)benzamide